sodium pyrophosphate, tetramethylammonium salt C[N+](C)(C)C.[O-]P([O-])(=O)OP(=O)(O)O.[Na+]